C(C)(C)(C)C1=CC(=C(C(=C1)C)C=1NC=2C=CN=C(C2C(C1)=O)C(=O)O)OC1=C(C=C(C=C1)F)OC 2-[4-tert-butyl-2-(4-fluoro-2-methoxy-phenoxy)-6-methyl-phenyl]-4-oxo-1H-1,6-naphthyridine-5-carboxylic acid